C(=O)(OCC1C2=CC=CC=C2C2=CC=CC=C12)N[C@@H](CC1=CNC2=CC=C(C=C12)OC)C(=O)O Fmoc-5-methoxy-L-tryptophan